ethyl-butylacetylamino Propionate C(CC)(=O)ON(C(CCC)=O)CCCC